C(#N)C=1C2=C(SC1N(C(=O)C1=CC=CC3=CC=CC=C13)CC#C)CCCC2 N-(3-cyano-4,5,6,7-tetrahydrobenzo[b]thiophen-2-yl)-N-(prop-2-yn-1-yl)-1-naphthamide